3-(5-(((1R,2R)-2-(2-oxa-6-azaspiro[3.3]heptan-6-yl)cyclohexyl)oxy)-1-oxoisoindolin-2-yl)piperidine-2,6-dione C1OCC12CN(C2)[C@H]2[C@@H](CCCC2)OC=2C=C1CN(C(C1=CC2)=O)C2C(NC(CC2)=O)=O